3-(Benzo[d][1,3]dioxol-5-yloxy)-2-hydroxypropyl (E)-3-(4-hydroxy-3-methoxyphenyl)acrylate OC1=C(C=C(C=C1)/C=C/C(=O)OCC(COC1=CC2=C(OCO2)C=C1)O)OC